C(C1=CC=CC=C1)N(C(=O)OCC1=C(C=NN1C)C1=CC=C(C=C1)C12COC(CC1)(CC2)CC(=O)O)C 2-(4-(4-(5-(((benzyl(methyl)carbamoyl)oxy)methyl)-1-methyl-1H-pyrazol-4-yl)phenyl)-2-oxabicyclo[2.2.2]octan-1-yl)acetic acid